N-[1-[6-[5-(6-methyl-2-pyridyl)-1H-imidazol-4-yl]-3-quinolyl]-4-piperidyl]piperidine-4-carboxamide CC1=CC=CC(=N1)C1=C(N=CN1)C=1C=C2C=C(C=NC2=CC1)N1CCC(CC1)NC(=O)C1CCNCC1